C(C=C)(=O)N1C[C@@H](N(CC1)C1=NC(N2C3=C(C(=C(C=C13)Cl)C1=C(C=C(C=C1)F)F)OC[C@H]2CN2CCOCC2)=O)C (3R)-7-((S)-4-acryloyl-2-methylpiperazin-1-yl)-9-chloro-10-(2,4-difluorophenyl)-3-(morpholinomethyl)-2H-[1,4]oxazino[2,3,4-ij]quinazolin-5(3H)-one